CC(C)N1N=C(C(=C1)NC(=O)C=1N=C(SC1)C=1C=NNC1)OCC(F)(F)F N-[1-(1-methylethyl)-3-(2,2,2-trifluoroethoxy)-1H-pyrazol-4-yl]-2-(1H-pyrazol-4-yl)-1,3-thiazole-4-carboxamide